4,5,6,7-tetrabromo-2-(pyridin-2-yl)isoindoline-1,3-dione BrC1=C2C(N(C(C2=C(C(=C1Br)Br)Br)=O)C1=NC=CC=C1)=O